N,N1-Bis-(4-chlorophenyl)-6-pyrrolidin-1-yl-[1,3,5]triazine-2,4-diamine ClC1=CC=C(C=C1)NC1N(C(=NC(=N1)N)N1CCCC1)C1=CC=C(C=C1)Cl